N-(3,5-difluoro-4-(4-methyl-1H-imidazol-1-yl)phenyl)-4-(3-phenylisoxazolidin-2-yl)-5-(trifluoromethyl)pyrimidin-2-amine FC=1C=C(C=C(C1N1C=NC(=C1)C)F)NC1=NC=C(C(=N1)N1OCCC1C1=CC=CC=C1)C(F)(F)F